OCC=1N(C2=CC=NC=C2C(C1)=O)C 2-(Hydroxymethyl)-1-methyl-1,6-naphthyridin-4(1H)-one